(((4R,6R)-9-(5-(2-hydroxypropan-2-yl)pyrazin-2-yl)-8-oxo-7-oxa-9-azadispiro[2.2.46.23]dodecane-4-yl)methyl)-1H-benzo[d]imidazole-6-carbonitrile OC(C)(C)C=1N=CC(=NC1)N1C(O[C@]2(C[C@H](C3(CC3)CC2)CN2C=NC3=C2C=C(C=C3)C#N)C1)=O